CN1CCC(CC1)NC=1N=C(C2=C(N1)N=CC=C2C#CC)N N2-(1-methylpiperidin-4-yl)-5-(prop-1-yn-1-yl)pyrido[2,3-d]pyrimidine-2,4-diamine